CC1=CC=C(C=C1)S(=O)(=O)O.N[C@H]1[C@@H](CN(CC1)C(=O)OC(C)(C)C)C1=CC=C(C=C1)F |o1:12,13| tert-butyl (3R*,4R*)-4-amino-3-(4-fluorophenyl)piperidine-1-carboxylate p-toluenesulfonate